C(C)(C)(C)C=1OC2(C(N(C(C3=CC=CC=C23)=O)C2=CC3=CC=CC=C3C=C2)=O)C2=C(N1)C=CC=C2 2-(tert-Butyl)-2'-(naphthalen-2-yl)-1'H-spiro[benzo[d][1,3]oxazine-4,4'-isoquinoline]-1',3'(2'H)-dione